NC1CCC(CC1)NC1=NC2=CC=C(C=C2C=N1)C1=C(C=C(C=C1F)NS(=O)(=O)C1=C(C=CC=C1)Cl)F N-(4-(2-(((1r,4r)-4-aminocyclohexyl)amino)quinazolin-6-yl)-3,5-difluorophenyl)-chlorobenzene-sulfonamide